2-[3-{[3-(methoxymethyl)-1-methyl-1H-pyrazol-4-yl]amino}-1-(propan-2-yl)-1H-indazol-5-yl]propan-2-ol COCC1=NN(C=C1NC1=NN(C2=CC=C(C=C12)C(C)(C)O)C(C)C)C